[Si](C)(C)(C(C)(C)C)O[C@H]1[C@@H](O[C@@H]([C@H]1O[Si](C)(C)C(C)(C)C)CO[Si](C)(C)C(C)(C)C)N1N=CC(=NC1=O)NC(CCC)=O N-(2-((2R,3R,4R,5R)-3,4-BIS((TERT-BUTYLDIMETHYLSILYL)OXY)-5-(((TERT-BUTYLDIMETHYLSILYL)OXY)METHYL)TETRAHYDROFURAN-2-YL)-3-OXO-2,3-DIHYDRO-1,2,4-TRIAZIN-5-YL)BUTYRAMIDE